3-ethyl-5-(4,4,5,5-tetramethyl-1,3,2-dioxaborolan-2-yl)pyridine C(C)C=1C=NC=C(C1)B1OC(C(O1)(C)C)(C)C